3-nitropyridin-2-amine [N+](=O)([O-])C=1C(=NC=CC1)N